1-((5-bromoisoxazol-3-yl)methyl)-4-cyclobutyl-1,4-dihydropyrazine-2,3-dione BrC1=CC(=NO1)CN1C(C(N(C=C1)C1CCC1)=O)=O